N,N-di-hydroxyisopropyl-benzene-sulfonamide ON(S(=O)(=O)C1=C(C=CC=C1)C(C)C)O